2-(aminomethyl)-1,3-diphenylprop-2-en-1-one NCC(C(=O)C1=CC=CC=C1)=CC1=CC=CC=C1